(2r,6z)-nonen-2-ol C=C(CCCCCCC)O